2-benzyl-5-(4-bromophenyl)-2H-tetrazole C(C1=CC=CC=C1)N1N=C(N=N1)C1=CC=C(C=C1)Br